ClC=1C(=CC2=C(N(CN(S2(=O)=O)[C@H](C(=O)O)C(C)C2=C(C(=CC=C2F)C)C)C)C1)C (2S)-2-(6-chloro-4,7-dimethyl-1,1-dioxo-3H-1lambda6,2,4-benzothiadiazin-2-yl)-3-(6-fluoro-2,3-dimethylphenyl)butanoic acid